COS(=O)(=O)[O-].C(C)(C)(C)C1=CC=C(C=C1)[S+](C1=CC=CC=C1)C1=CC=CC=C1 (4-tert-butylphenyl)-diphenylsulfonium methylsulfate